CC1=NC2=CC(=CC=C2C=C1)N 2-methyl-7-quinolinamine